5-((1R,4R)-2-oxa-5-azabicyclo[2.2.1]heptan-5-yl)-N-(3-chloro-1-((1R,4R)-4-(hydroxymethyl)cyclohexyl)-1H-pyrazol-4-yl)pyrazolo[1,5-a]pyrimidine-3-carboxamide [C@H]12OC[C@H](N(C1)C1=NC=3N(C=C1)N=CC3C(=O)NC=3C(=NN(C3)C3CCC(CC3)CO)Cl)C2